4-(4-carboxy-2,5-dihydroxyphenyl)-6-(3-carboxy-2,5-dihydroxyphenyl)-1,3,5-triazin-2-one C(=O)(O)C1=CC(=C(C=C1O)C1=NC(NC(=N1)C1=C(C(=CC(=C1)O)C(=O)O)O)=O)O